C(C1=CC=CC=C1)N1C(=NC2=C1CN(C(C2)C(=O)[O-])C(=O)[O-])C2=NNC1=CC(=CC=C21)Br 3-benzyl-2-(6-bromo-1H-indazol-3-yl)-3,4,6,7-tetrahydro-5H-imidazo[4,5-c]pyridine-5,6-dicarboxylate